BrC=1C(=NC=C(C1N1CCC(CC1)NC(OC(C)(C)C)=O)C=O)OC tert-butyl (1-(3-bromo-5-formyl-2-methoxypyridin-4-yl)piperidin-4-yl)carbamate